C(C)C1(COC1)COCCOC=CCC 2-butenyloxyethyl (3-ethyl-3-oxetanylmethyl) ether